(1S,4R)-1-(methyl-d3)-4-(prop-1-en-2-yl-d5)cyclohex-2-en-1-ol C([C@]1(C=C[C@@H](CC1)C(=C([2H])[2H])C([2H])([2H])[2H])O)([2H])([2H])[2H]